ortho-diphenoxybiphenyl O(C1=CC=CC=C1)C1(C(C=CC=C1)OC1=CC=CC=C1)C1=CC=CC=C1